(1aR,5aR)-2-(2,4-Difluoro-phenyl)-1a,2,5,5a-tetrahydro-1H-2,3-diaza-cyclopropa[a]pentalene-4-carboxylic acid (2-methyl-2-morpholin-4-yl-propyl)-amide CC(CNC(=O)C=1C=2C[C@@H]3[C@H](C2N(N1)C1=C(C=C(C=C1)F)F)C3)(C)N3CCOCC3